6-(oxiran-2-yl)spiro[3.3]Heptane-2-carboxylic acid methyl ester COC(=O)C1CC2(C1)CC(C2)C2OC2